4-(1H-tetrazol-5-yl)-2-(4,4-dimethyl-1,4-dihydroquinazolin-2-yl)thiazole N1N=NN=C1C=1N=C(SC1)C=1NC2=CC=CC=C2C(N1)(C)C